BrC=1C=CC(=NC1)C=1CCN(CC1)S(=O)(=O)CC 5-bromo-1'-ethylsulfonyl-1',2',3',6'-tetrahydro-2,4'-bipyridine